tert-butyl 3-(4-fluoropyridin-2-yl)azetidine-1-carboxylate FC1=CC(=NC=C1)C1CN(C1)C(=O)OC(C)(C)C